FC1=CC=C(C=C1)C=1N=C(C=2N(C1C=1C=C3C=CC=NC3=CC1)N=NN2)N 6-(4-fluorophenyl)-5-(quinolin-6-yl)tetrazolo[1,5-a]pyrazin-8-amine